O1C(OCC1)C1=C(C(=CC=C1O)F)C=1C=C(N(N1)C)C(=O)O 5-[2-(1,3-dioxolan-2-yl)-6-fluoro-3-hydroxyphenyl]-2-methylpyrazole-3-carboxylic acid